ClC1=NC(=NC=N1)NC1CN(CCOC1)C(=O)OC(C)(C)C tert-Butyl 6-((4-chloro-1,3,5-triazin-2-yl)amino)-1,4-oxazepane-4-carboxylate